C(C)C1(OCC1)CO 2-ethyl-2-hydroxylmethyl-oxetane